COC(CCN1C=CC2=C(C=CC=C12)C1=C(C=C2NC(C=3N(C2=C1F)C(=NN3)C)(C)C)F)=O 3-[4-(7,9-Difluoro-1,4,4-trimethyl-5H-[1,2,4]triazolo[4,3-a]quinoxalin-8-yl)-1H-indol-1-yl]-propionic acid methyl ester